COC(=O)[C@H]1N(C[C@@H](C1)O)C(=O)OC(C)(C)C (2S,4R)-N-Boc-4-hydroxypyrrolidine-2-carboxylic acid methyl ester